NC1=C2N=C(N(C2=NC(=N1)OCC)CC1=C(C=C(C=C1)CN(CC)CC)OC)O 6-amino-9-(4-((diethylamino)methyl)-2-methoxybenzyl)-2-ethoxy-9H-purin-8-ol